C(C)(C)(C)OC(N(CC1=CC=C(C=C1)C=1C=NC=CC1)C1=CC(=NC=2N1N=CC2C(C)C)Cl)=O (5-chloro-3-isopropylpyrazolo[1,5-a]pyrimidin-7-yl)(4-(pyridin-3-yl)benzyl)carbamic acid tert-butyl ester